COC1=C(C2=CC=CC=C2C=C1)C=C1C(N(/C(/S1)=N/C1=CC=C(C=C1)S(=O)(=O)N)C1=CC=CC=C1)=O 4-(((2Z)-5-((2-methoxynaphthalene-1-yl)methylene)-4-oxo-3-phenylthiazolidin-2-ylidene)amino)benzenesulphonamide